BrC=1C=C(C(=O)NCCC(C)C)C=CC1 3-bromo-N-isopentylbenzamide